(R)-1-(((3-Butyl-7-(ethylthio)-2-methyl-1,1-dioxido-5-phenyl-2,3,4,5-tetrahydro-1,2,5-benzothiadiazepin-8-yl)oxy)methyl)cyclopropan C(CCC)[C@H]1N(S(C2=C(N(C1)C1=CC=CC=C1)C=C(C(=C2)OCC2CC2)SCC)(=O)=O)C